COC1=C(C(=O)O)C(=CC(=C1C)OCOC)OCOC 2-Methoxy-4,6-bis(methoxymethoxy)-3-methylbenzoic acid